ClC1=C(C=CC=C1)C1=NNC(=C1C1=CC=C(C=C1)Cl)N 3-(2-chlorophenyl)-4-(4-chlorophenyl)-1H-pyrazol-5-amine